CN(C(OC(C)(C)C)=O)CC1=NC=2C(=NC(=CC2N2CCOCC2)N2N=C(C=C2)C=2C=C(C=CC2)C)N1 tert-butyl methyl((7-morpholino-5-(3-(m-tolyl)-1H-pyrazol-1-yl)-3H-imidazo[4,5-b]pyridin-2-yl)methyl)carbamate